C1(CC1)CN1N=CC(=C1)S(=O)(=O)Cl 1-(cyclopropylmethyl)-1H-pyrazole-4-sulfonyl chloride